FC1=C(C(=NN1C)C1=NOC(=C1)C)C=O 5-Fluoro-1-methyl-3-(5-methylisoxazol-3-yl)-1H-pyrazole-4-carbaldehyde